benzyl 2-amino-2,7-diazaspiro[3.5]nonane-7-carboxylate NN1CC2(C1)CCN(CC2)C(=O)OCC2=CC=CC=C2